C(C)(C)(C)OC(=O)NCCCCC(=O)O 5-((t-butoxycarbonyl)amino)pentanoic acid